2-(cyanoamino)-6-methyl-4-phenylpyridine-3-carbonitrile C(#N)NC1=NC(=CC(=C1C#N)C1=CC=CC=C1)C